5-(methyl-d3)naphthalene-2-ol C(C1=C2C=CC(=CC2=CC=C1)O)([2H])([2H])[2H]